(3S,4S) or (3R,4R)-7-(1-(4-((tert-butyldiphenylsilyl)oxy)tetrahydrofuran-3-yl)piperidin-4-yl)-6-methylquinazolin-2-amine [Si](C1=CC=CC=C1)(C1=CC=CC=C1)(C(C)(C)C)O[C@H]1[C@H](COC1)N1CCC(CC1)C1=C(C=C2C=NC(=NC2=C1)N)C |o1:18,19|